[Pd+2].C1=CCCC=CCC1.C1=CCCC=CCC1 bis(cycloocta-1,5-diene) palladium (II)